COO[C@H]1[C@@H](O[C@@H]([C@H]1O)CO)N1C(=O)NC(=O)C=C1 2'-O-methoxyuridine